4-(2-methoxyphenyl)-1,4-benzoxazine COC1=C(C=CC=C1)N1C=COC2=C1C=CC=C2